tert-butyl N-[3-methyl-5-({5H,6H,7H,8H-pyrido[3,4-d]pyrimidin-2-yl}amino)pyridin-2-yl]-N-[2-(morpholin-4-yl)ethyl]carbamate CC=1C(=NC=C(C1)NC=1N=CC2=C(N1)CNCC2)N(C(OC(C)(C)C)=O)CCN2CCOCC2